N-(4-(6-fluoro-5-(propylsulfonamido)pyridin-2-yl)-1H-pyrrolo[2,3-b]pyridin-6-yl)cyclopropylcarboxamide FC1=C(C=CC(=N1)C1=C2C(=NC(=C1)NC(=O)C1CC1)NC=C2)NS(=O)(=O)CCC